dl-(+-)-4'-(beta-methylpentyl)-2,6-difluoro-terphenylamine CC(CC=1C=C(C(=CC1)C=1C(CC=CC1F)(N)F)C1=CC=CC=C1)CCC